(22S,23S,24S)-3β-bromo-5α,22,23-trihydroxy-stigmastan-6-one Br[C@@H]1C[C@@]2(C(C[C@H]3[C@@H]4CC[C@H]([C@@H]([C@@H]([C@H]([C@@H](CC)C(C)C)O)O)C)[C@]4(CC[C@@H]3[C@]2(CC1)C)C)=O)O